NC1=CC=C(C=C1)C(=O)N1CCC(CC1)(F)F (4-aminophenyl)(4,4-difluoropiperidin-1-yl)methanone